N-methyliminodiacetate diboron [B+3].[B+3].CN(CC(=O)[O-])CC(=O)[O-].CN(CC(=O)[O-])CC(=O)[O-].CN(CC(=O)[O-])CC(=O)[O-]